6-bromo-4-(morpholinomethyl)pyridin-2-amine BrC1=CC(=CC(=N1)N)CN1CCOCC1